pyrrole-2(1H)-carboxylic acid methyl ester COC(=O)C=1NC=CC1